5-ethyl-6-eicosyl-2-thiouracil C(C)C=1C(NC(NC1CCCCCCCCCCCCCCCCCCCC)=S)=O